Ethyl 3-cyclopropyl-1-methyl-1H-pyrazole-5-carboxylate C1(CC1)C1=NN(C(=C1)C(=O)OCC)C